STEAROXYETHER C(CCCCCCCCCCCCCCCCC)OOOCCCCCCCCCCCCCCCCCC